NC=1C(=CC(=C(C1)NC=1N=CC2=C(N1)N(C(C(=C2)C2=NNC=C2)=O)C)OC)N(C)CCN(C)C 2-((5-amino-4-((2-(dimethylamino)ethyl)(methyl)amino)-2-methoxyphenyl)amino)-8-methyl-6-(1H-pyrazol-3-yl)pyrido[2,3-d]pyrimidin-7(8H)-one